FC=1C=C(C2=C(C(=C(O2)C(C(C)C)=O)C)C1)F 1-(5,7-difluoro-3-methyl-1-benzofuran-2-yl)-2-methylpropan-1-one